γ-methacryloyloxyPropyl-tri-n-propoxysilane C(C(=C)C)(=O)OCCC[Si](OCCC)(OCCC)OCCC